Tert-butyl pyrazole-5-carboxylate N1N=CC=C1C(=O)OC(C)(C)C